N1C=C(C2=CC=CC=C12)CCC1N(CCC2=CC(=C(C=C12)OC)OC)CC1CCC2(CCOCC2)CC1 1-(2-(1H-indol-3-yl)ethyl)-2-((3-oxaspiro[5.5]undecane-9-yl)methyl)-6,7-dimethoxy-1,2,3,4-tetrahydroisoquinoline